1-(4-chlorophenyl)-3-methyl-1H-benzo[g]indazol-5-ol ClC1=CC=C(C=C1)N1N=C(C2=CC(=C3C(=C12)C=CC=C3)O)C